1-(2-chloro-4-(1-(2,6-dichlorophenyl)azetidin-3-yl)-6-methylbenzyl)-3-methylazetidin-3-ol formate C(=O)OC1(CN(C1)CC1=C(C=C(C=C1C)C1CN(C1)C1=C(C=CC=C1Cl)Cl)Cl)C